C(CCC)N1CCN(CC1)C=1C=CC(=NC1)NC1=NC=C(C(=N1)NC1=CC(=CC=C1)C(F)(F)F)Cl N2-(5-(4-butylpiperazin-1-yl)pyridin-2-yl)-5-chloro-N4-(3-(trifluoromethyl)phenyl)pyrimidine-2,4-Diamine